NC(C)CCC 2-aminopentane